5-(difluoromethoxy)-2-azabicyclo[2.2.1]heptane-2,3-dicarboxylate FC(OC1C2C(N(C(C1)C2)C(=O)[O-])C(=O)[O-])F